F[Ta-2](F)(F)(F)(F)(F)F.[K+].[K+] potassium fluorotantalate